C(#N)C1=CC=2C(=NC=CC2S1)N([C@H]1CN(CCC1)C(=O)OC(C)(C)C)C(C1=C(C=C(C=C1)C=1N=NN(C1)C)F)=O tert-butyl (3R)-3-[(2-cyanothieno[3,2-c]pyridin-4-yl)-[2-fluoro-4-(1-methyltriazol-4-yl)benzoyl]amino]piperidine-1-carboxylate